methyl (2S,4R)-1-{3-[(tert-butyldimethylsilyl)oxy]-2-methylidenebutyl}-4-fluoropyrrolidine-2-carboxylate [Si](C)(C)(C(C)(C)C)OC(C(CN1[C@@H](C[C@H](C1)F)C(=O)OC)=C)C